2,2-difluoroglutaric acid O5-tert-butyl O1-ethyl ester C(C)OC(C(CCC(=O)OC(C)(C)C)(F)F)=O